B([O-])([O-])[O-].FC(C(=O)O)C(=O)O.FC(C(=O)O)C(=O)O.[Li+].[Li+].[Li+] lithium bis(monofluoromalonic acid) borate